tert-butyl (4-((2-(diethylamino)ethyl)thio)phenyl)carbamate C(C)N(CCSC1=CC=C(C=C1)NC(OC(C)(C)C)=O)CC